BrC1C(=C2C(C(C1)C2)(C)C)C bromopinene